BrC1=CC(=CC=2N1C(=CN2)C(=O)O)OC 5-bromo-7-methoxyimidazo[1,2-a]pyridine-3-carboxylic acid